FC1=CC(=C(OC2=C(C(=O)NC3=CC(=NC=C3)NC(NO)=O)C=CC(=C2)C(F)(F)F)C=C1)C 2-(4-fluoro-2-methylphenoxy)-N-(2-(N-hydroxycarbamoylamino)pyridin-4-yl)-4-(trifluoromethyl)benzamide